bis(4-chlorophenyl)-4-methyl-phenylsulfonium 2,3,4-trihydroxy-benzoate OC1=C(C(=O)[O-])C=CC(=C1O)O.ClC1=CC=C(C=C1)[S+](C1=CC=C(C=C1)C)C1=CC=C(C=C1)Cl